C(C)(=O)N1CCC2(CN(C2)C2=CC(=NC(=N2)C=2C=NN(C2)C)NC=2C=C(C#N)C=CN2)CC1 2-((6-(7-acetyl-2,7-diazaspiro[3.5]nonan-2-yl)-2-(1-methyl-1H-pyrazol-4-yl)pyrimidin-4-yl)amino)isonicotinonitrile